2,3,5,6-tetramethyl-1,4-phenylene-bis{4-(2,3-epoxypropoxy) benzoate} CC1=C(C(=C(C(=C1C)C1=C(C(=O)[O-])C=CC(=C1)OCC1CO1)C)C)C1=C(C(=O)[O-])C=CC(=C1)OCC1CO1